FC(C1=CC=C(C=C1)C1=NC(=NC2=CC=CC=C12)C1=NN=C(O1)C1CN(CC1)C(C=C)=O)(F)F 1-(3-(5-(4-(4-(trifluoromethyl)phenyl)quinazolin-2-yl)-1,3,4-oxadiazol-2-yl)pyrrolidin-1-yl)prop-2-en-1-one